(phenoxy)-3-((diphenylmethylene)amino)-1-methylindol-2-one O(C1=CC=CC=C1)C1=C2C(C(N(C2=CC=C1)C)=O)N=C(C1=CC=CC=C1)C1=CC=CC=C1